COC(OC)[SiH2]CCCC[SiH2]C(OC)OC 1,4-bis(dimethoxymethylsilyl)butane